N-(2,4-Dimethoxybenzyl)-1H-indole-1-carboxamide COC1=C(CNC(=O)N2C=CC3=CC=CC=C23)C=CC(=C1)OC